cis-1-methyl-3-(2,4,6-trifluorophenoxy)cyclobutyl 6-oxo-7-oxa-2,5-diazaspiro[3.4]octane-2-carboxylate O=C1NC2(CN(C2)C(=O)OC2(CC(C2)OC2=C(C=C(C=C2F)F)F)C)CO1